2,2,6,6,10,10-hexamethyl-4,8-dioxa-1,11-undecanediol CC(CO)(COCC(COCC(CO)(C)C)(C)C)C